CN1C2=C(C3=CC=CC=C13)C=C(S2)C=O 8-methyl-8H-thieno[2,3-b]indole-2-carbaldehyde